N-(2,3-dihydro-1,4-benzoxazin-4-yl)-2-methyl-4-morpholino-8-(2,3,5-trifluorophenyl)quinoline O1CCN(C2=C1C=CC=C2)N2C(C=C(C1=CC=CC(=C21)C2=C(C(=CC(=C2)F)F)F)N2CCOCC2)C